O=C(C(C(=O)OCC)CC1=CC=C(C=C1)C=C)C ethyl 3-oxo-2-[(4-vinylphenyl)methyl]butanoate